C1(C2=C3C(=COC2=CC=C1)C=CC=C3)=O 1H-benzo[c]chromen-1-one